(1s,2s)-2-((7-chloro-5-((4-cyclopentyl-3-(trifluoromethyl)benzyl)oxy)-1H-indol-1-yl)methyl)cyclopropane-1-carboxylic acid ClC=1C=C(C=C2C=CN(C12)C[C@@H]1[C@H](C1)C(=O)O)OCC1=CC(=C(C=C1)C1CCCC1)C(F)(F)F